4-(2-chloro-7-methyl-8-oxo-7,8-dihydro-9H-purin-9-yl)cyclohexane-1-carbonitrile ClC1=NC=C2N(C(N(C2=N1)C1CCC(CC1)C#N)=O)C